C(CC(=O)C(=O)[O-])(=O)[O-] oxalacetate